C(CCC)C1=C(C=CC=C1)OC(N)=O carbamic acid (butylphenyl) ester